ClC1=C(CNC(=O)C2CC(C3=NC=CC=C32)O)C=CC=C1C(F)(F)F N-(2-chloro-3-(trifluoromethyl)benzyl)-7-hydroxy-6,7-dihydro-5H-cyclopenta[b]pyridine-5-carboxamide